COCC(C)C1(NC(=NC(=N1)NC1=CC(=NC=C1)C(F)(F)F)C1=NC=CC(=N1)C(F)(F)F)N 2-(1-methoxypropan-2-yl)-N4-(2-(trifluoromethyl)pyridin-4-yl)-6-(4-(trifluoromethyl)pyrimidin-2-yl)-1,3,5-triazine-2,4-diamine